OC1=C(C=C(C=C1)/C=C/C=C/C(=O)OC)OC methyl (2E,4E)-5-(4-hydroxy-3-methoxyphenyl)penta-2,4-dienoate